C(\C=C\CCCCC)(=O)O trans-2-octenoic acid